(S)-5-(1-(3,5-bis(trifluoromethyl)phenoxy-4-d)ethyl)cyclohexane-1,3-dione FC(C=1C=C(O[C@@H](C)C2CC(CC(C2)=O)=O)C=C(C1[2H])C(F)(F)F)(F)F